N-(4-((4-fluoro-1-methyl-1H-benzo[d][1,2,3]triazol-5-yl)-oxy)-3-methylphenyl)-6-(methylsulfonyl)pyrimido[5,4-d]pyrimidin-4-amine FC1=C(C=CC=2N(N=NC21)C)OC2=C(C=C(C=C2)NC=2C1=C(N=CN2)C=NC(=N1)S(=O)(=O)C)C